N-((2-(6-((cis)-2,6-dimethylmorpholino)-3-(trifluoromethyl)pyridin-2-yl)-1,6-naphthyridin-7-yl)methyl)-4-methyl-3-(methylsulfonyl)benzamide C[C@@H]1O[C@@H](CN(C1)C1=CC=C(C(=N1)C1=NC2=CC(=NC=C2C=C1)CNC(C1=CC(=C(C=C1)C)S(=O)(=O)C)=O)C(F)(F)F)C